CNC(=O)C1(NCCC1)C N,2-dimethylpyrrolidine-2-carboxamide